C1(CC1)C#CC=1C(=C2C=CNC2=C(C1)C)CN1[C@@H](CC2(CCCO2)CC1)C1=CC=C(C(=O)O)C=C1 4-((7S)-8-((5-(cyclopropylethynyl)-7-methyl-1H-indol-4-yl)methyl)-1-oxa-8-azaspiro[4.5]decan-7-yl)benzoic acid